ClC1=C(C(=CC=C1)F)N1C=2N(C3=C(C1=O)C=NC(=N3)NC3=NC=C(N=C3)N3CCN(CC3)C)CCN2 6-(2-Chloro-6-fluorophenyl)-2-((5-(4-methylpiperazin-1-yl)pyrazin-2-yl)amino)-8,9-dihydroimidazo[1,2-a]pyrimido[5,4-e]pyrimidin-5(6H)-one